C(C1=CC=CC=C1)(=O)O.C(=O)(O)[C-]1C=CC(=C1)C=C.[CH-]1C=CC=C1.[Fe+2] carboxyl-4-vinylferrocene benzoate